3-chloro-7-(2-methoxypropan-2-yl)isoquinoline Bromine [Br].ClC=1N=CC2=CC(=CC=C2C1)C(C)(C)OC